C1=CC=C(C=C1)OC(=S)Cl O-phenyl chlorothioformate